3-((4-(pyrrolidin-1-yl)pyrimidin-2-yl)oxy)pyrrolidin N1(CCCC1)C1=NC(=NC=C1)OC1CNCC1